(2R,3S,4S,5R)-N-(2-(1-((tert-butyldimethylsilyl)oxy)-2-fluoroethyl)pyridin-4-yl)-3-(3,4-difluoro-2-methoxyphenyl)-4,5-dimethyl-5-(trifluoromethyl)tetrahydrofuran-2-carboxamide [Si](C)(C)(C(C)(C)C)OC(CF)C1=NC=CC(=C1)NC(=O)[C@@H]1O[C@]([C@H]([C@H]1C1=C(C(=C(C=C1)F)F)OC)C)(C(F)(F)F)C